benzo[1,3]dioxole-5-carboxylic acid [2-(2-oxa-7-aza-spiro[3.5]non-7-yl)-benzooxazol-5-yl]-amide C1OCC12CCN(CC2)C=2OC1=C(N2)C=C(C=C1)NC(=O)C1=CC2=C(OCO2)C=C1